NC=1C=CC(=C2CN(C(C12)=O)CC(C(=O)N)=C)C=1C=C2C(=NNC2=CC1)C1=CSC(=C1)C 2-[[7-amino-4-[3-(5-methyl-3-thienyl)-1H-indazol-5-yl]-1-oxo-isoindolin-2-yl]methyl]prop-2-enamide